tert-Butyl 4-formylpiperidine-1-carboxylate C(=O)C1CCN(CC1)C(=O)OC(C)(C)C